C(C1=CC=CC=C1)C1=CC(=C(C2=CC=CC=C12)N(C(C)(C)C)C(C)(C)C)P(C1=CC=CC=C1)C1=CC=CC=C1 4-benzyl-N,N-di-tertiary butyl-2-(diphenylphosphino)naphthalene-1-amine